COS(=O)[O-].[Na+] sodium methyl-sulfite salt